2-benzoyl-3-hydroxy-1-propene C(C1=CC=CC=C1)(=O)C(=C)CO